CC1=CC=C(C=C1)S(=O)(=O)O.N1CC(C1)OC=1C=CC(=NC1)C(F)(F)F 5-(azetidin-3-yloxy)-2-(trifluoromethyl)pyridine 4-methylbenzene-sulfonate